2-(5-bromo-4-chloro-7H-pyrrolo[2,3-d]pyrimidin-7-yl)isonicotinic acid BrC1=CN(C=2N=CN=C(C21)Cl)C=2C=C(C(=O)O)C=CN2